thiazepan S1NCCCCC1